N-methoxy-N-methyl-4-(7-oxaspiro[3.5]non-2-yl)-3-(trifluoromethyl)benzamide CON(C(C1=CC(=C(C=C1)C1CC2(C1)CCOCC2)C(F)(F)F)=O)C